2,6-bis[4-(S)-t-butyl-2-oxazolyl]-4-methoxypyridine C(C)(C)(C)C=1N=C(OC1)C1=NC(=CC(=C1)OC)C=1OC=C(N1)C(C)(C)C